1-(vinyl-oxy)butane C(=C)OCCCC